1-(2-Amino-5,6-dimethylpyrimidin-4-yl)-4-(3-phenylpropyl)piperidin NC1=NC(=C(C(=N1)N1CCC(CC1)CCCC1=CC=CC=C1)C)C